(S)-Benzyl (6-acrylamido-1-(4-(7-hydroxy-2-oxo-2H-chromene-3-carbonyl)piperazin-1-yl)-1-oxohexan-2-yl)carbamate C(C=C)(=O)NCCCC[C@@H](C(=O)N1CCN(CC1)C(=O)C=1C(OC2=CC(=CC=C2C1)O)=O)NC(OCC1=CC=CC=C1)=O